C1(CCCC1)C1=C(C2=C(C=3C(=NNC3C=C2)F)CCC1)C1=CC=C(C=C1)N1CCC(CC1)C=O 1-(4-(7-cyclopentyl-1-fluoro-3,8,9,10-tetrahydrocyclohepta[e]indazol-6-yl)phenyl)piperidine-4-carbaldehyde